COC1=NC(=CC(=C1)C)OC (E)-2,6-dimethoxy-4-methylpyridine